1-(4-bromo-2,5-dimethoxyphenyl)propan-2-one BrC1=CC(=C(C=C1OC)CC(C)=O)OC